OC1=C2C([C@@H](COC2=CC(=C1C)O)CC1=CC=C(C=C1)O)=O (3R)-5,7-Dihydroxy-6-methyl-3-(4'-hydroxybenzyl)chroman-4-one